CS(=O)(=O)CCC(=O)O 3-(methylsulfonyl)propionic acid